FC1(CCC(CC1)(O)CC(=O)OCC)F ethyl 2-(4,4-difluoro-1-hydroxycyclohexyl)acetate